[C@@H]12N(C[C@@H](NC1)C2)C=2C=CC=1N=CN=C(C1N2)NC2=C(C(=C(C=C2)O)F)F 4-((6-((1S,4S)-2,5-Diazabicyclo[2.2.1]heptan-2-yl)pyrido[3,2-d]pyrimidin-4-yl)amino)-2,3-difluorophenol